C(C)C1=CC=C(C=N1)C1COC2=C(O1)C(=CC(=C2)CN)OC (2-(6-ethylpyridin-3-yl)-8-methoxy-2,3-dihydrobenzo[b][1,4]dioxin-6-yl)methylamine